(R)-6-(1,1-difluoro-2-hydroxyethyl)-N-(3-(1-(4-methyl-4H-1,2,4-triazol-3-yl)propan-2-yl)phenyl)picolinamide FC(CO)(F)C1=CC=CC(=N1)C(=O)NC1=CC(=CC=C1)[C@@H](CC1=NN=CN1C)C